methyl 1-(2,2,2-trifluoroethyl)-1H-indole-3-carboxylate FC(CN1C=C(C2=CC=CC=C12)C(=O)OC)(F)F